C1(=CC=CC=C1)C1=C(C(=NN=N1)C1=C(C=CC=2SC3=C(C21)C=CC=C3)C3=CC=CC=C3)C3=CC=CC=C3 diphenyl(phenyldibenzothiophenyl)triazine